tert-butyl 5-bromo-2,3-dihydro-1H-pyrrolo[2,3-b]pyridine-1-carboxylate BrC=1C=C2C(=NC1)N(CC2)C(=O)OC(C)(C)C